NC1=CC=C(OCCCCCCCCCCOC2=CC=C(C=C2)N)C=C1 1,10-bis(4-aminophenoxy)decane